ClC1=C(C(=CC=C1)Cl)C=1N=C2C=3C=C(C=NC3C=CN2C1C)C=1C=NN(C1)COCC[Si](C)(C)C 2-(2,6-dichlorophenyl)-3-methyl-9-(1-((2-(trimethylsilyl)ethoxy)methyl)-1H-pyrazol-4-yl)imidazo[2,1-f][1,6]naphthyridine